2-(azidomethyl)-5-(benzylthio)-3-chloropyrazine N(=[N+]=[N-])CC1=NC=C(N=C1Cl)SCC1=CC=CC=C1